C1(CC1)OC1(CCN(CC1)C1=CN=NC(=C1)C1=C(C=CC=C1)O)C(=O)O 4-cyclopropoxy-1-[6-(2-hydroxyphenyl)pyridazin-4-yl]piperidine-4-carboxylic acid